BrC1=C(NC2=NSC=3C2=NC=C(N3)C=NC(C(=O)O)C(C)O)C=CC=C1C1=CC3=C(OCCO3)C=C1 2-((3-(2-bromo-3-(1,4-benzodioxan-6-yl)anilino)isothiazolo[4,5-b]pyrazin-6-ylmethylene)amino)-3-hydroxybutyric acid